8-(((1S,4R)-4-(4-methyl-7H-pyrrolo[2,3-d]pyrimidin-7-yl)cyclopent-2-en-1-yl)oxy)-3,4-dihydro-2,7-naphthyridine-2(1H)-carboxylic acid tert-butyl ester C(C)(C)(C)OC(=O)N1CC2=C(N=CC=C2CC1)O[C@@H]1C=C[C@@H](C1)N1C=CC2=C1N=CN=C2C